tert-butyldimethyl(2-(8-(4,4,5,5-tetramethyl-1,3,2-dioxaborolan-2-yl)naphthalen-1-yl)ethoxy)silane C(C)(C)(C)[Si](OCCC1=CC=CC2=CC=CC(=C12)B1OC(C(O1)(C)C)(C)C)(C)C